BrC=1C(=C(C=C(C1C)[N+](=O)[O-])F)C 3-bromo-1-fluoro-2,4-dimethyl-5-nitro-benzene